3-([1,1'-biphenyl]-2-yl)-2-iminothiazolidin-4-one C1(=C(C=CC=C1)N1C(SCC1=O)=N)C1=CC=CC=C1